4-Amino-2-(ethoxymethyl)-6,7,8,9-tetrahydro-α,α-dimethyl-1H-imidazo[4,5-c]quinoline-1-ethanol hydrate O.NC1=NC=2CCCCC2C2=C1N=C(N2CC(O)(C)C)COCC